(S)-N-(3-bromo-2-fluorophenyl)-7-((4-methyl-1,4-diazepan-1-yl)methyl)-7,8-dihydro-[1,4]dioxino[2,3-g]quinazolin-4-amine BrC=1C(=C(C=CC1)NC1=NC=NC2=CC3=C(C=C12)O[C@H](CO3)CN3CCN(CCC3)C)F